acryloyloxyethyl-N,N,N-triethylammonium C(C=C)(=O)OCC[N+](CC)(CC)CC